C(=O)(O)C(C)N[C@@H](CCCCN)C(=O)O N-(1-carboxyethyl)Lysine